C1(=C(C=CC2=CC=CC=C12)P(C1=CC=CC=C1)C1=CC=CC=C1)C1=C(C=CC2=CC=CC=C12)P(C1=CC=CC=C1)C1=CC=CC=C1 ([1,1'-binaphthyl]-2,2'-diyl)bis(diphenylphosphine)